NC1=CC2=C(NC(N2CCC(C)(C)O)=O)C=C1 5-amino-3-(3-hydroxy-3-methyl-butyl)-1H-benzimidazol-2-one